(S)-tert-butyl (3-chloro-2-fluoro-6-(2-methyl-4-tritylpiperazin-1-yl)pyridin-4-yl)carbamate ClC=1C(=NC(=CC1NC(OC(C)(C)C)=O)N1[C@H](CN(CC1)C(C1=CC=CC=C1)(C1=CC=CC=C1)C1=CC=CC=C1)C)F